1-(3,3-dimethyl-2-oxobutyl)-1H-imidazole-2-carbaldehyde CC(C(CN1C(=NC=C1)C=O)=O)(C)C